1-(tert-Butoxycarbonyl)-(4S)-4-(benzylamino)-2-((benzyloxy)methyl)pyrrolidine-2-carboxylic acid methyl ester COC(=O)C1(N(C[C@H](C1)NCC1=CC=CC=C1)C(=O)OC(C)(C)C)COCC1=CC=CC=C1